C(C)N(CC)C1=C(C(=C(C(=O)O)C=C1)C(C1=CC=CC=C1)=O)O Diethylaminohydroxybenzoylbenzoic acid